O-diphenylphosphorylhydroxylamine C1(=CC=CC=C1)P(=O)(C1=CC=CC=C1)ON